C(C)N(C/C=C/S(=O)(=O)NC(NC1=C2CCCC2=CC=2CCCC12)=O)C (E)-3-(ethyl-(methyl)amino)-N-((1,2,3,5,6,7-hexahydro-s-indacen-4-yl)carbamoyl)prop-1-ene-1-sulfonamide